N-((S)-(4,4-difluorocyclohexyl)(7-((R)-2-(methoxy-d3)-1-((S)-2-oxo-4-(trifluoromethyl)imidazolidin-1-yl)ethyl)imidazo[1,2-b]pyridazin-2-yl)methyl)-4-methyl-1,2,5-oxadiazole FC1(CCC(CC1)[C@H](N1ON=C(C1)C)C=1N=C2N(N=CC(=C2)[C@H](COC([2H])([2H])[2H])N2C(N[C@@H](C2)C(F)(F)F)=O)C1)F